BrC1=C(C=C2CN(C(C2=C1)=O)C1C(NC(CC1)=O)=O)OC 3-(6-Bromo-5-methoxy-1-oxoisoindol-2-yl)piperidine-2,6-dione